(R)-6-(2-(3-(hydroxymethyl)-1-(2-(6-methylpyridin-3-yl)propan-2-yl)pyrrolidin-3-yl)ethyl)nicotinonitrile OC[C@]1(CN(CC1)C(C)(C)C=1C=NC(=CC1)C)CCC1=NC=C(C#N)C=C1